N-(6-chloro-4-(1-methoxyethyl)-1,5-naphthyridin-3-yl)-N'-(2-cyano-5-methylpyridin-4-yl)urea ClC=1N=C2C(=C(C=NC2=CC1)NC(=O)NC1=CC(=NC=C1C)C#N)C(C)OC